(2,2-difluorocyclopropyl)-4-methylbenzenesulfonic acid methyl ester COS(=O)(=O)C1=C(C=C(C=C1)C)C1C(C1)(F)F